4-amino-7-(3,5-dimethylisoxazol-4-yl)-1-methyl-1H-pyrazolo[4,3-c]pyridin NC1=NC=C(C2=C1C=NN2C)C=2C(=NOC2C)C